tert-Butyl 4-(methoxy(methyl)amino)-2-methyl-4-oxobutan-2-ylcarbamate CON(C(CC(C)(C)NC(OC(C)(C)C)=O)=O)C